C(C)(C)C1=NC2=C(N1C=1C=NC=3NC(CCC3C1)=O)C=CC(=C2)C(=O)O isopropyl-1-(7-oxo-6,8-dihydro-5H-1,8-naphthyridin-3-yl)benzimidazole-5-carboxylic acid